2-Amino-6-(1,4-dimethyl-1H-1,2,3-triazol-5-yl)thiazolo[4,5-c]pyridine-7-carbonitrile hydrochloride Cl.NC=1SC2=C(C=NC(=C2C#N)C2=C(N=NN2C)C)N1